4-(4-chloro-6-methyl-7-(pyridin-4-yl)-6,7-dihydro-5H-pyrrolo[2,3-d]pyrimidin-2-yl)morpholine ClC=1C2=C(N=C(N1)N1CCOCC1)N(C(C2)C)C2=CC=NC=C2